CN1N=CC=2C1=NC(=NC2O)S 1-methyl-6-sulfanyl-1H-pyrazolo[3,4-d]pyrimidin-4-ol